C(=O)(O)C1(CC1)CCCCC=1C=C(C=CC1)CCCCCCC1CC1 1-(6-(3-(4-(1-carboxycyclopropyl)butyl)phenyl)hexyl)cyclopropane